diamino-5-phenoxybenzophenone NC=1C(=C(C(=O)C2=CC=CC=C2)C=C(C1)OC1=CC=CC=C1)N